ClC=1C=C(C=C2C(C(NC12)=O)(C)C)C=1C=C2C(=NC1)NC(C2)=O 5-(7-chloro-3,3-dimethyl-2-oxoindolin-5-yl)-1,3-dihydro-2H-pyrrolo[2,3-b]pyridin-2-one